3-methoxypropyl p-toluenesulfonate CC1=CC=C(C=C1)S(=O)(=O)OCCCOC